5-Oxo-6,8,11,14-eicosatetraenoic acid O=C(CCCC(=O)O)C=CC=CCC=CCC=CCCCCC